(S)-N-(3-(3-fluoro-2-(((R)-1-hydroxypropan-2-yl)amino)-6-morpholinylpyridin-4-yl)-4-methylphenyl)-3-(2,2,2-trifluoroethyl)pyrrolidine-1-carboxamide FC=1C(=NC(=CC1C=1C=C(C=CC1C)NC(=O)N1C[C@@H](CC1)CC(F)(F)F)N1CCOCC1)N[C@@H](CO)C